COC(=O)C1=CC=C(C=C1)C1=C(C=C(C(=C1)N)N1CCN(CC1)C)C.ClC=1C=C(CNC(CSC=2OC(=NN2)C=2C=C3C=CC=NC3=CC2)=O)C=CC1Cl N-(3,4-dichlorobenzyl)-2-((5-(quinolin-6-yl)-1,3,4-oxadiazol-2-yl)thio)acetamide methyl-5'-amino-2'-methyl-4'-(4-methylpiperazin-1-yl)-[1,1'-biphenyl]-4-carboxylate